ClC=1C=C(C=C(C1F)Cl)C1(CC(=NO1)N1CC=2C=NC(=CC2C1)C(=O)NC(C(F)(F)F)C(C)C)C(F)(F)F 2-(5-(3,5-dichloro-4-fluorophenyl)-5-(trifluoromethyl)-4,5-dihydroisoxazol-3-yl)-N-(1,1,1-trifluoro-3-methylbutan-2-yl)-2,3-dihydro-1H-pyrrolo[3,4-c]pyridine-6-carboxamide